C(C)OC(C1=NC=CC=C1N)=O Ethyl-3-aminopicolinate